5-(2-(4-Fluoro-3-methylphenyl)pyridin-3-yl)-N-(3-morpholinopropyl)pyrazolo[1,5-a]pyridine-3-carboxamide FC1=C(C=C(C=C1)C1=NC=CC=C1C1=CC=2N(C=C1)N=CC2C(=O)NCCCN2CCOCC2)C